CN1C(C(=CC=2C1=C(N=NC2N[C@H](C)C2=CC(=CC=C2)C(F)F)C)C2CCN(CC2)C)=O |r| 1,8-dimethyl-3-(1-methyl-4-piperidyl)-5-[[rac-(1R)-1-[3-(difluoromethyl)-phenyl]ethyl]amino]pyrido[2,3-d]pyridazin-2-one